[N+](=O)([O-])C=1C=C(C#N)C=C(C1OC)OCCCCl 3-nitro-4-methoxy-5-(3-chloropropoxy)benzonitrile